N-ethyl-N-isopropylnaphthalen-1-amine C(C)N(C1=CC=CC2=CC=CC=C12)C(C)C